O=C1NC(CCC1N1C(C2=CC=CC(=C2C1=O)C#CCNC(OC(C)(C)C)=O)=O)=O Tert-butyl (3-(2-(2,6-dioxopiperidin-3-yl)-1,3-dioxoisoindolin-4-yl)prop-2-yn-1-yl)carbamate